N-(2-(8-ethoxy-3,4-dihydrobenzofuro[2,3-c]pyridin-2(1H)-yl)ethyl)thiophene-2-carboxamide C(C)OC1=CC=CC2=C1OC=1CN(CCC12)CCNC(=O)C=1SC=CC1